N-[5-[5-[(3-aminooxetan-3-yl)methoxy]-2-methyl-4-pyridyl]pyrazolo[1,5-a]pyridin-2-yl]cyclopropanecarboxamide NC1(COC1)COC=1C(=CC(=NC1)C)C1=CC=2N(C=C1)N=C(C2)NC(=O)C2CC2